7-(3-(2,2-difluoroethyl)-5-(piperidin-4-yl)-1H-indol-2-yl)imidazo[1,2-a]pyridine FC(CC1=C(NC2=CC=C(C=C12)C1CCNCC1)C1=CC=2N(C=C1)C=CN2)F